C(CCCCCCCCC(=O)OC(CCCCCCCC)CCCCCCCC)(C(=O)OCC1=CC=CC=C1)C(=O)OCC1=CC=CC=C1 1,1-dibenzyl 9-(heptadecan-9-yl) nonane-1,1,9-tricarboxylate